8-(4-(4-methyl-1-piperazinyl)phenyl)-2-(4-hydroxyphenyl)-5,7-dimethoxy-4H-chromen-4-one CN1CCN(CC1)C1=CC=C(C=C1)C=1C(=CC(=C2C(C=C(OC12)C1=CC=C(C=C1)O)=O)OC)OC